ClC=1C2=C(N=CN1)C=CN2 4-chloro-5H-pyrrolo[3,2-d]Pyrimidine